4-(1-(3-(1H-imidazol-4-yl)pyridin-2-yl)piperidin-4-yl)morpholine N1C=NC(=C1)C=1C(=NC=CC1)N1CCC(CC1)N1CCOCC1